(2R,4S,5R)-2-(2,4-Dioxo-3,4-dihydropyrimidin-1(2H)-yl)-3,4-dihydroxy-5-(hydroxymethyl)tetrahydrofuran-2-carbonitrile O=C1N(C=CC(N1)=O)[C@@]1(O[C@@H]([C@H](C1O)O)CO)C#N